methyl (2-{5-[(7R,14R)-1-(difluoromethoxy)-6-trideuteromethyl-5-oxo-5,6,7,14-tetrahydro-7,14-methanobenzimidazo[1,2-b][2,5]benzodiazocin-11-yl]pyrimidin-2-yl}propan-2-yl)carbamate FC(OC1=CC=CC=2C(N([C@H]3C=4N([C@@H](C21)C3)C3=C(N4)C=CC(=C3)C=3C=NC(=NC3)C(C)(C)NC(OC)=O)C([2H])([2H])[2H])=O)F